2-amino-3-mercapto-3-methyl-butanoic acid NC(C(=O)O)C(C)(C)S